C1(=CC=CC=C1)S(=O)(=O)O.C1(CC1)N1C=C(C(C2=CC(=C(C(=C12)F)C=1C=C2CCN(C2=CC1)CC=1C(=NC(=NC1)N)N)F)=O)C(=O)OCC Ethyl 1-cyclopropyl-7-(1-((2,4-diaminopyrimidin-5-yl)methyl)indolin-5-yl)-6,8-difluoro-4-oxo-1,4-dihydroquinoline-3-carboxylate benzenesulfonate